3-chloro-4-(6-(dimethylamino)-3-azabicyclo[3.2.0]heptan-3-yl)-2,6-difluoro-N-(6-fluoropyridin-2-yl)benzenesulfonamide ClC=1C(=C(C(=CC1N1CC2CC(C2C1)N(C)C)F)S(=O)(=O)NC1=NC(=CC=C1)F)F